(S)-(1-benzyl-4,4-difluoropiperidin-3-yl)methanol C(C1=CC=CC=C1)N1C[C@H](C(CC1)(F)F)CO